CN1C=CC2=CC(=CC=C12)C(=O)O.ClC1=C(C=C(C(=O)N2CCC(CC2)CCC=O)C=C1)N1C(NC(CC1)=O)=O 3-(1-(4-chloro-3-(2,4-dioxotetrahydropyrimidin-1(2H)-yl)benzoyl)piperidin-4-yl)propanal 1-methylindole-5-carboxylate